C[C@H]1CC[C@@H](N(C1)C(=O)OCC=C)C=1C=CC2=C(N=C(S2)C[C@H](C)NC(=O)OC(C)(C)C)C1 allyl (2R,5S)-5-methyl-2-[2-[(2S)-2-(tert-butoxycarbonylamino)propyl]-1,3-benzothiazol-5-yl]piperidine-1-carboxylate